iodo-citric acid IC(C(=O)O)C(O)(C(=O)O)CC(=O)O